4'-methoxy-3'-methyl-4-nitro-[1,1'-biphenyl]-2-carbonitrile COC1=C(C=C(C=C1)C=1C(=CC(=CC1)[N+](=O)[O-])C#N)C